NC1=C(C(=NN1C(C(F)(F)F)C1CC1)C1=CC=C(C=C1)CNC(C1=C(C=CC(=C1)F)OC)=O)C#N N-[[4-[5-amino-4-cyano-1-(1-cyclopropyl-2,2,2-trifluoro-ethyl)pyrazol-3-yl]phenyl]methyl]-5-fluoro-2-methoxy-benzamide